ClC=1C(=C(OCC(=O)O)C=C(C1CC1=C(C(=C(C=C1)O)C(C)C)F)C)F 2-(3-chloro-2-fluoro-4-(2-fluoro-4-hydroxy-3-isopropylbenzyl)-5-methylphenoxy)acetic acid